cis-N1-methyl-N4-(5-(3-methylimidazo[1,2-a]pyrimidin-6-yl)pyrrolo[2,1-f][1,2,4]triazin-2-yl)cyclohexane-1,4-diamine CN[C@@H]1CC[C@@H](CC1)NC1=NN2C(C=N1)=C(C=C2)C=2C=NC=1N(C2)C(=CN1)C